1-Methoxy-5-methyl-2,3-bis(((E)-prop-1-en-1-yl)oxy)benzene COC1=C(C(=CC(=C1)C)O\C=C\C)O\C=C\C